3-[4-(3-Amino-1H-pyrazolo[3,4-b]pyridin-5-yl)-benzylamino]-6-cyano-pyrazine-2-carboxylic acid [1-(3,4-difluoro-phenyl)-ethyl]-amide FC=1C=C(C=CC1F)C(C)NC(=O)C1=NC(=CN=C1NCC1=CC=C(C=C1)C=1C=C2C(=NC1)NN=C2N)C#N